N(=[N+]=[N-])N1C(CC1)=O azidoazetidin-2-one